BrC=1C=C(C=O)C=C(C1)OCC(F)(F)F 3-bromo-5-(2,2,2-trifluoroethoxy)benzaldehyde